ONC(=O)C=1C=NC(=NC1)N(C)CC1=CC=2N=C(N=C(C2S1)N1CCOCC1)C1=CC(=CC=C1)[C@@H](C)O (R)-N-Hydroxy-2-(((2-(3-(1-hydroxyethyl)phenyl)-4-morpholinothieno[3,2-d]pyrimidin-6-yl)methyl)(methyl)amino)pyrimidine-5-carboxamide